(2-(5-fluoro-1H-indol-3-yl)ethyl)-5-(hydroxymethyl)isoxazole-3-carboxamide FC=1C=C2C(=CNC2=CC1)CCC=1C(=NOC1CO)C(=O)N